C(C1=CC=CC=C1)NC(N(C1=NC=C(C=C1)C=1C=NN(C1)C)[C@@H]1CC[C@H](CC1)NC1=NC=C(C(=N1)N1CC(C1)(C)O)C#N)=O 3-benzyl-1-(trans-4-((5-cyano-4-(3-hydroxy-3-methylazetidin-1-yl)pyrimidin-2-yl)amino)-cyclohexyl)-1-(5-(1-methyl-1H-pyrazol-4-yl)pyridin-2-yl)urea